(R)-1-(4-((tert-butyldimethylsilyl)oxy)piperidin-1-yl)-2-(3-((4-(4-hydroxybenzo[b]thiophen-5-yl)-5,7-dihydrofuro[3,4-d]pyridazin-1-yl)amino)piperidin-1-yl)ethan-1-one [Si](C)(C)(C(C)(C)C)OC1CCN(CC1)C(CN1C[C@@H](CCC1)NC1=NN=C(C2=C1COC2)C2=C(C1=C(SC=C1)C=C2)O)=O